rac-4-(1,1-difluoro-5-azaspiro[2.5]oct-5-yl)piperidine-1-carboxylic acid benzyl ester C(C1=CC=CC=C1)OC(=O)N1CCC(CC1)N1C[C@]2(CC2(F)F)CCC1 |r|